chromene-8-carbaldehyde O1CC=CC2=CC=CC(=C12)C=O